FC1=C(C=C2C=C(C=NC2=C1)C=1C=NN(C1)C)[C@H](C)N (S)-1-(7-fluoro-3-(1-methyl-1H-pyrazol-4-yl)quinolin-6-yl)ethane-1-amine